C(CCCCCCCCCCCCCCCCCC)(=O)N nonadecanoic acid amide